(2S)-2-({5-[(1S)-1-[(5-chloro-2-methylpyridin-3-yl)amino]ethyl]thiophen-2-yl}formamido)-3-cyclopentyl-N-(3-hydroxycyclopentyl)propanamide ClC=1C=C(C(=NC1)C)N[C@@H](C)C1=CC=C(S1)C(=O)N[C@H](C(=O)NC1CC(CC1)O)CC1CCCC1